((3s,4S)-4-(3-((1-(5-chloropyridin-2-yl)azetidin-3-yl)oxy)-4-methoxyphenyl)-3-((R)-1-hydroxyethyl)-3-methylpyrrolidin-1-yl)((S)-2,2-dimethyl-1,3-dioxocyclopent-4-yl)methanone ClC=1C=CC(=NC1)N1CC(C1)OC=1C=C(C=CC1OC)[C@H]1[C@](CN(C1)C(=O)[C@@H]1C(C(C(C1)=O)(C)C)=O)(C)[C@@H](C)O